propylpropanedioic acid C(CC)C(C(=O)O)C(=O)O